C1(=CC=CC=C1)C#N benzenecarbonitrile